2-[(2R,5S)-5-methyl-2-[2-[(3R)-1-methylpyrrolidin-3-yl]-1,3-benzothiazol-5-yl]-1-piperidyl]-2-oxo-N-(1H-pyrazolo[4,3-c]pyridin-7-yl)acetamide C[C@H]1CC[C@@H](N(C1)C(C(=O)NC=1C2=C(C=NC1)C=NN2)=O)C=2C=CC1=C(N=C(S1)[C@H]1CN(CC1)C)C2